CN(CCCNN1C=CC2=CC=3C(=NC2=C1)C=1N(N3)CC=NC1)C N1,N1-dimethyl-N3-(pyrazino[1',6':1,5]pyrazolo[4,3-b][1,7]naphthyridin-10-yl)propane-1,3-diamine